NC=1C(=CC(=C(C1)NC1=NC=C(C(=N1)N1C(C(C2=NC(=CC=C21)C)(C)C)([2H])[2H])C(=O)OC(C)C)OC)N2CC(C2)N(C)C isopropyl 2-((5-amino-4-(3-(dimethylamino) azetidin-1-yl)-2-methoxyphenyl) amino)-4-(3,3,5-trimethyl-2,3-dihydro-1H-pyrrolo[3,2-b]pyridin-1-yl-2,2-d2)pyrimidine-5-carboxylate